C1(=CC=CC=C1)C(CC(=O)C=1C=NC=CC1)=O 1-phenyl-3-(pyridin-3-yl)propane-1,3-dione